The molecule is a hydrazone obtained by formal condensation of the carboxy group of 1,3-benzodioxolane-5-carboxylic acid with the hydrazino group of 4'-benzyloxy-3'-methoxybenzylidene hydrazide. It has a role as a formyl peptide receptor agonist. It is a member of benzodioxoles, a monomethoxybenzene, a benzyl ether and a hydrazone. COC1=C(C=CC(=C1)C=NNC(=O)C2=CC3=C(C=C2)OCO3)OCC4=CC=CC=C4